2-hydroxy-2-methylpropyl (E)-3-(1-(3,5-bis(trifluoromethyl)benzyl)-1H-pyrrolo[2,3-b]pyridin-3-yl)-2-cyanoacrylate FC(C=1C=C(CN2C=C(C=3C2=NC=CC3)/C=C(/C(=O)OCC(C)(C)O)\C#N)C=C(C1)C(F)(F)F)(F)F